NCCC=1C=CC(=NC1)C1=C(C=C(C#N)C=C1)OC=1N(N=C(C1)C=1C=NC=CC1)C 4-[5-(2-aminoethyl)pyridin-2-yl]-3-(2-methyl-5-pyridin-3-ylpyrazol-3-yl)oxybenzonitrile